ClC=1N=C(C2=C(N1)CCCS2(=O)=O)Cl 2,4-Dichloro-7,8-dihydro-6H-thiopyrano[3,2-d]pyrimidine 5,5-dioxide